OCCNC(=O)N1C[C@@H]2CN(C[C@@H]2C1)C1=CC=C(C=C1)OC cis-N-(2-Hydroxyethyl)-5-(4-methoxyphenyl)hexahydro-pyrrolo[3,4-c]pyrrole-2(1H)-carboxamide